6-[(azetidin-3-yl)amino]-4-(2,4-difluoro-3-methylphenyl)-5-fluoro-2-[5-(hydroxymethyl)pyridin-2-yl]-4-methyl-3,4-dihydro-2,7-naphthyridin-1(2H)-one N1CC(C1)NC=1C(=C2C(CN(C(C2=CN1)=O)C1=NC=C(C=C1)CO)(C)C1=C(C(=C(C=C1)F)C)F)F